C=C=O E-trans-ketene